FC(C=1C(=C(C=CC1)[C@@H](C)NC=1C2=C(N=C(N1)C)N=C(C(=C2)C2CCS(CC2)(=N)=O)OC)F)F (R)-4-(4-((1-(3-(difluoromethyl)-2-fluorophenyl)ethyl)amino)-7-methoxy-2-methylpyrido[2,3-d]pyrimidin-6-yl)-1-iminohexahydro-1λ6-thiopyran 1-oxide